tert-butyl ((3S,6S,10aS)-5-oxo-3-(5-oxo-6-(pyridin-3-yl)-4,6-diazaspiro[2.4]heptane-4-carbonyl)decahydropyrrolo[1,2-a]azocin-6-yl)carbamate O=C1[C@H](CCCC[C@@H]2N1[C@@H](CC2)C(=O)N2C1(CC1)CN(C2=O)C=2C=NC=CC2)NC(OC(C)(C)C)=O